IC1=NN2C(C=CC=C2NC2CCN(CC2)C(=O)OC(C)(C)C)=C1SC(F)(F)F tert-butyl 4-({2-iodo-3-[(trifluoromethyl)sulfanyl]pyrazolo[1,5-a]pyridin-7-yl}amino)piperidine-1-carboxylate